C1(=CC=C(C=C1)CC(CC=O)C)C 4-(p-tolyl)-3-methylbutyraldehyde